BrC1=C2C(OC(C2=CC=C1)=O)=O 4-bromo-isobenzofuran-1,3-dione